C(C)(C)(C)C=1C=C(C=CC1)[C@H]1OC2=CC(=NC(NS(C=3C=CC=C(C(N(C1)C)=O)C3)(=O)=O)=N2)C2=C(C=CC=C2C)C |r| racemic-10-(3-tert-butylphenyl)-6-(2,6-dimethylphenyl)-12-methyl-2,2-dioxo-9-oxa-2λ6-thia-3,5,12,19-tetrazatricyclo[12.3.1.14,8]nonadeca-1(18),4(19),5,7,14,16-hexaen-13-one